1-((1-(difluoromethyl)cyclopropyl)methyl)pyrimidine-2,4(1H,3H)-dione FC(C1(CC1)CN1C(NC(C=C1)=O)=O)F